tert-butyl N-[(1R)-1-[[6-(4-methoxy-phenoxy)-2-pyridyl]carbamoyl]propyl]carbamate COC1=CC=C(OC2=CC=CC(=N2)NC(=O)[C@@H](CC)NC(OC(C)(C)C)=O)C=C1